2-(3,4-dichlorophenyl)-6-[(ethoxycarbonylamino)methyl]-1-ethyl-4-oxo-pyridine ClC=1C=C(C=CC1Cl)C=1N(C(=CC(C1)=O)CNC(=O)OCC)CC